5-(3-((tert-Butoxycarbonyl)amino)prop-1-yn-1-yl)furan-2-carboxylic acid C(C)(C)(C)OC(=O)NCC#CC1=CC=C(O1)C(=O)O